ClC1=NC=C2C(=N1)N(N=C2)C2COCCC2 6-chloro-1-(tetrahydro-2H-pyran-3-yl)-1H-pyrazolo[3,4-d]Pyrimidine